8-hydroxy-2H-benzo[d][1,3]oxazine OC1=CC=CC=2C1=NCOC2